hydroxy-succinimide OC1C(=O)NC(C1)=O